HYDROXYPHENYL-ETHYNYL-PHENOL OC1=C(C(=C(C=C1)O)C#C)C1=CC=CC=C1